tert-butyl N-[3-bromo-4-[[5-(trifluoromethyl)-2-pyridyl]amino]phenyl]sulfonylcarbamate BrC=1C=C(C=CC1NC1=NC=C(C=C1)C(F)(F)F)S(=O)(=O)NC(OC(C)(C)C)=O